5-(2-azaspiro[3.3]heptan-6-yloxy)-8-fluoro-2-methyl-isoquinolin-1-one C1NCC12CC(C2)OC2=C1C=CN(C(C1=C(C=C2)F)=O)C